(S)-3-((3,5-difluoropyridin-4-yl)ethynyl)-7-methyl-1-(pyrrolidin-3-yl)-1H-pyrazolo[4,3-c]pyridin-4-amine FC=1C=NC=C(C1C#CC1=NN(C2=C1C(=NC=C2C)N)[C@@H]2CNCC2)F